6-(5-fluoro-2-methylphenyl)pyridine FC=1C=CC(=C(C1)C1=CC=CC=N1)C